1-(1-((1s,4s)-4-isopropylcyclohexyl)piperidin-4-yl)-2-oxo-3-(pyrrolidin-3-ylmethyl)indoline-5-carbonitrile C(C)(C)C1CCC(CC1)N1CCC(CC1)N1C(C(C2=CC(=CC=C12)C#N)CC1CNCC1)=O